benzo[d]oxazol-2-yl(4-(2-(trifluoromethyl)phenyl)piperidin-1-yl)methanone O1C(=NC2=C1C=CC=C2)C(=O)N2CCC(CC2)C2=C(C=CC=C2)C(F)(F)F